dibenzyl 7-(5-(tert-butoxy)-5-oxo-4-(4,7,10-tri(2-(tert-butoxy)-2-oxoethyl)-1,4,7,10-tetraazacyclododecane-1-yl)pentanoyl)-1,4,7,10-tetraazacyclododecane-1,4-dicarboxylate C(C)(C)(C)OC(C(CCC(=O)N1CCN(CCN(CCNCC1)C(=O)OCC1=CC=CC=C1)C(=O)OCC1=CC=CC=C1)N1CCN(CCN(CCN(CC1)CC(OC(C)(C)C)=O)CC(OC(C)(C)C)=O)CC(=O)OC(C)(C)C)=O